O=C1NC(CCC1N1C(N(C2=C1C=CC(=C2)N2CCCCC2)C)=O)=O [1-(2,6-dioxo-3-piperidinyl)-3-methyl-2-oxo-benzimidazol-5-yl]Piperidine